N2-(3,3-difluorocyclobutyl)-N4-(2-(trifluoromethyl)pyridin-4-yl)-6-(4-(trifluoromethyl)thiazol-2-yl)-1,3,5-triazine-2,4-diamine FC1(CC(C1)NC1=NC(=NC(=N1)NC1=CC(=NC=C1)C(F)(F)F)C=1SC=C(N1)C(F)(F)F)F